F\C(=C/CN)\CN1C(=NC2=C1C=CC=C2C2=CC=C(C=C2)S(=O)(=O)N2CCOCC2)C (Z)-3-fluoro-4-(2-methyl-4-(4-(morpholinosulfonyl)phenyl)-1H-benzo[d]imidazol-1-yl)but-2-en-1-amine